Cl.O1CCN(CC12CCNCC2)C(=O)OCC2=CC=CC=C2 benzyl 1-oxa-4,9-diazaspiro[5.5]undecane-4-carboxylate hydrochloride